COC1=CC=CC2=C1N=C(S2)N 4-methoxybenzo[d]Thiazol-2-amine